F[C@](N(C)F)(CCCN)C(=O)O difluoro-methylornithine